4-(3-fluoro-4-(4,4,5,5-tetramethyl-1,3,2-dioxaborolan-2-yl)benzoyl)-1-methylpiperazin-2-one FC=1C=C(C(=O)N2CC(N(CC2)C)=O)C=CC1B1OC(C(O1)(C)C)(C)C